C(CCC)NC(C)O (butylamino)-1-ethanol